2-(5-cyanothiazol-2-yl)-5-ethyl-1,2,4-triazol C(#N)C1=CN=C(S1)N1N=C(N=C1)CC